1-[4-(cyanomethyl)-1-[(2-methoxyphenyl)methyl]-4-piperidyl]-3-(cyclopropanecarbonylamino)pyrazole-4-carboxamide C(#N)CC1(CCN(CC1)CC1=C(C=CC=C1)OC)N1N=C(C(=C1)C(=O)N)NC(=O)C1CC1